C12(CNCCC2C1)NC(OC(C)(C)C)=O t-butyl (3-azabicyclo[4.1.0]heptan-1-yl)carbamate